FC1=CC2=C(N(C(=N2)C)C2N(C=C(C=N2)F)C2=CC=C(C=C2)OC)C=C1F 2-(5,6-difluoro-2-methyl-1H-benzimidazol-1-yl)-5-fluoro-N-(4-methoxyphenyl)pyrimidine